C12C(CC(CC1)C2)NC2=NC(=NC(=N2)NC=2SC1=C(N2)C=CC(=C1)OC)NC1CNCC1 N2-(bicyclo[2.2.1]heptan-2-yl)-N4-(6-methoxy-benzo[d]thiazol-2-yl)-N6-(pyrrolidin-3-yl)-1,3,5-triazine-2,4,6-triamine